OCC=1C(=C(C=CC1)C1=CC=CC=C1)C 3-hydroxymethyl-2-methylbiphenyl